tert-butyl (1-(4-(4-cyano-3-fluorophenyl)-3-methoxypyridin-2-yl)piperidin-4-yl)carbamate C(#N)C1=C(C=C(C=C1)C1=C(C(=NC=C1)N1CCC(CC1)NC(OC(C)(C)C)=O)OC)F